OC1=CC=C(C=C1)C(C(=O)N)C (4-hydroxyphenyl)propionamide